N=1C=CN2C1CC(CC2)OC2=CC=C(C=N2)C#N 6-(5,6,7,8-tetrahydroimidazo[1,2-a]pyridin-7-yloxy)pyridine-3-carbonitrile